4-((1S,2S)-2-(6-chloroimidazo[1,2-b]pyridazin-8-yl)cyclopropyl)-2-fluoro-6-methylbenzonitrile ClC=1C=C(C=2N(N1)C=CN2)[C@@H]2[C@H](C2)C2=CC(=C(C#N)C(=C2)C)F